CC=1C(=NC=NC1C1=C2C=NNC2=CC=C1C)N1CC2(CN(C2)C(C=C)=O)CC1 1-(6-(5-methyl-6-(5-methyl-1H-indazol-4-yl)pyrimidin-4-yl)-2,6-diazaspiro[3.4]octan-2-yl)prop-2-en-1-one